2-(dimethylamino)-N-[4-methyl-6-[[2-[2-oxo-3-(3-oxo-4H-pyrazino[2,3-b][1,4]oxazin-6-yl)oxazolidin-5-yl]ethylamino]methyl]-6,7-dihydro-5H-cyclopenta[b]pyridin-2-yl]acetamide CN(CC(=O)NC1=CC(=C2C(=N1)CC(C2)CNCCC2CN(C(O2)=O)C2=NC1=C(OCC(N1)=O)N=C2)C)C